OCCN(CCO)CCCCCCO[Si](OC(OCCCCCCCC\C=C/C\C=C/CCCCC)CC(CCCC(CCCC(CCCC(C)C)C)C)C)(C)C (23Z,26Z)-3-(2-hydroxyethyl)-11,11-dimethyl-13-(2,6,10,14-tetramethylpentadecyl)-10,12,14-trioxa-3-aza-11-siladotriaconta-23,26-dien-1-ol